C(C)(C)(C)OC(=O)N1CC(C1)N1CC2(C1)CC(C2)N2N=C(C=1C2=NC=NC1N)C1=CC=C(C=C1)OC1=CC=CC=C1 3-(6-(4-amino-3-(4-phenoxyphenyl)-1H-pyrazolo[3,4-d]pyrimidin-1-yl)-2-azaspiro[3.3]heptane-2-yl)azetidine-1-carboxylic acid tert-butyl ester